CCN(CC)C1=CC2=C(C=C1)C(=C3C=CC(=[N+](CC)CC)C=C3O2)C4=CC=CC=C4C(=O)O.[Cl-] The molecule is an organic chloride salt having N-[9-(2-carboxyphenyl)-6-(diethylamino)-3H-xanthen-3-ylidene]-N-ethylethanaminium as the counterion. An amphoteric dye commonly used as a fluorochrome. It has a role as a fluorochrome, a fluorescent probe and a histological dye. It is an organic chloride salt and a xanthene dye. It contains a rhodamine B(1+).